(5S,8S)-5-fluoro-8-methoxy-N-(2,4,6-trifluorobenzyl)-5,6,7,8-tetrahydroquinoline-5-carboxamide F[C@@]1(C=2C=CC=NC2[C@H](CC1)OC)C(=O)NCC1=C(C=C(C=C1F)F)F